4-((((((2R,3S,5R)-5-{6-amino-2-fluoro-9H-purin-9-yl}-2-ethynyl-2-(hydroxymethyl)tetrahydrofuran-3-yl)oxy)carbonyl)oxy)methyl)phenyl icosanoate C(CCCCCCCCCCCCCCCCCCC)(=O)OC1=CC=C(C=C1)COC(=O)O[C@@H]1[C@](O[C@H](C1)N1C2=NC(=NC(=C2N=C1)N)F)(CO)C#C